O=C1N(C=C(C(=N1)O)C)CC=1C(NC(NC1)=O)=O 2-oxo-4-hydroxy-5-methyl-1,2-dihydropyrimidin-1-yl-(thymine)